methyl 3-[4-amino-3-(1,2-dideuterio-4,4-dimethyl-cyclohexyl)phenyl]-6,7-dideuterio-1,5-dimethyl-8-azabicyclo[3.2.1]oct-2-ene-8-carboxylate NC1=C(C=C(C=C1)C1=CC2(C(C(C(C1)(N2C(=O)OC)C)[2H])[2H])C)C2(C(CC(CC2)(C)C)[2H])[2H]